C1(=CC=CC=C1)S(=O)(=O)NC(CC1=CC(=CC=C1)C#N)C=1SC2=C(N1)C=CC(=C2)OCCCC(=O)N 4-[[2-[1-(benzenesulfonamido)-2-(3-cyanophenyl)ethyl]-1,3-benzothiazol-6-yl]oxy]butanamide